((2S,3R,6R)-2,6-Dimethyl-3-(((3-methyl-5-(trifluoromethyl)pyrazin-2-yl)amino)methyl)morpholino)(6-methyl-3-(pyrimidin-2-yl)pyridin-2-yl)methanone C[C@@H]1O[C@@H](CN([C@@H]1CNC1=NC=C(N=C1C)C(F)(F)F)C(=O)C1=NC(=CC=C1C1=NC=CC=N1)C)C